(S)-1-cyano-N-(5-(4-sulfamoylphenyl)thiazol-2-yl)pyrrolidine-3-carboxamide C(#N)N1C[C@H](CC1)C(=O)NC=1SC(=CN1)C1=CC=C(C=C1)S(N)(=O)=O